Cl.N1CCC(CC1)COC1=C(C=NC=C1)C(F)(F)F 4-(piperidin-4-ylmethoxy)-3-(trifluoromethyl)pyridine hydrochloride